NC=1C=C2C(=CC(=NC2=CC1)N1C=NC=C1)OCC 1-(6-Amino-4-ethoxyquinolin-2-yl)-1H-imidazole